(S)-6-(1-benzyl-1H-pyrazole-4-carbonyl)-8-(((6-methylpyridazin-3-yl) methyl) carbamoyl)-2,6-diazaspiro[3.4]octane-2-carboxylate C(C1=CC=CC=C1)N1N=CC(=C1)C(=O)N1CC2(CN(C2)C(=O)[O-])[C@@H](C1)C(NCC=1N=NC(=CC1)C)=O